1-(Oxohexan-4-yl)-4-oxoquinoline-3-carboxylic acid ethyl ester C(C)OC(=O)C1=CN(C2=CC=CC=C2C1=O)C(CCC)CC=O